ClC1=CC(=C(C=C1)NC(C(C)(C)C)=O)N1N=CC=C1 N-(4-chloro-2-(1H-pyrazol-1-yl)phenyl)pivaloamide